C[Si](C)(C)CC([O-])=N (trimethylsilyl)ethanimidate